Propan-2-yl-methanesulfonamide CC(C)CS(=O)(=O)N